CP([O-])(=O)C.[Zn+2].CP([O-])(=O)C zinc dimethylphosphinate